p-nitro-α-bromoacetophenone [N+](=O)([O-])C1=CC=C(C=C1)C(CBr)=O